N-Tosyl-S-difluoromethyl-S-phenylsulfoximine S(=O)(=O)(C1=CC=C(C)C=C1)N=S(=O)(C1=CC=CC=C1)C(F)F